C(C)(=O)ON=C(C)C=1C=CC=2N(C3=CC=C(C=C3C2C1)C(C1=C(C=C(C=C1)OCC1OC(OC1)(C)C)C)=O)CC N-acetoxy-1-[9-ethyl-6-{2-methyl-4-(3,3-dimethyl-2,4-dioxacyclopentylmethoxy)benzoyl}-9H-carbazol-3-yl]ethan-1-imine